FC=1C=C(C#N)C=CC1COC1=NC(=CC=C1F)C1=CCC(CC1)CC=O 3-fluoro-4-(((3-fluoro-6-(4-(2-oxoethyl)cyclohex-1-en-1-yl)pyridin-2-yl)oxy)methyl)benzonitrile